6-bromo-1H-imidazo[4,5-b]Pyrazine-2-carboxylic acid ethyl ester C(C)OC(=O)C1=NC=2C(=NC(=CN2)Br)N1